FC1=C(N(C(=C1)C)C1=CC=C(C#N)C=C1)C 4-(3-fluoro-2,5-dimethyl-1H-pyrrol-1-yl)benzonitrile